3-[4-[4-(3,3-Difluoro-4-piperidinyl)piperazin-1-yl]-3-methyl-2-oxo-benzimidazol-1-yl]piperidine-2,6-dione FC1(CNCCC1N1CCN(CC1)C1=CC=CC=2N(C(N(C21)C)=O)C2C(NC(CC2)=O)=O)F